NCCS(=O)(=O)O.C[Na] methyl-sodium taurate